NC1=NC=2C=CC(=CC2C2=C1[C@H](OC2)C)C(=O)N2C[C@@H]([C@@H](C2)C)C2=CC=C(C=C2)Br ((3R)-4-amino-3-methyl-1,3-dihydrofuro[3,4-c]quinolin-8-yl)((3S,4S)-3-(4-bromophenyl)-4-methyl-1-pyrrolidinyl)methanone